3-[1-(4-dimethylaminomethyl-phenyl)-1H-[1,2,3]triazol-4-yl]-1H-[1,8]naphthyridin-2-one CN(C)CC1=CC=C(C=C1)N1N=NC(=C1)C=1C(NC2=NC=CC=C2C1)=O